chloro-7,7-dimethyl-9-(1-(piperidine-4-carbonyl)piperidin-4-yl)indolo[1,2-a]quinazolin-5(7H)-one ClC1=CC=CC=2C(N=C3N(C12)C1=CC=C(C=C1C3(C)C)C3CCN(CC3)C(=O)C3CCNCC3)=O